COC=1C=CC(=NC1)COC1=CC=C2CCNCC2=C1 7-[(5-methoxypyridin-2-yl)methoxy]-1,2,3,4-tetrahydroisoquinoline